5,5'-diamino-2,2'-Bipyridine NC=1C=CC(=NC1)C1=NC=C(C=C1)N